C(C)(C)(C)C1CCN(CC1)C(=O)C1(CC1)NC=1SC=C(N1)C#N 2-((1-(4-(tert-butyl)piperidine-1-carbonyl)cyclopropyl)amino)thiazole-4-carbonitrile